3-cyano-N-((1s,3s)-3-((5-(5-(hydroxymethyl)oxazol-2-yl)-1H-pyrrolo[2,3-b]pyridin-4-yl)amino)cyclobutyl)benzenesulfonamide C(#N)C=1C=C(C=CC1)S(=O)(=O)NC1CC(C1)NC1=C2C(=NC=C1C=1OC(=CN1)CO)NC=C2